Ethyl 2-(5-fluoropyridin-2-yl)-6-methylimidazo[1,2-b]pyridazine-3-carboxylate FC=1C=CC(=NC1)C=1N=C2N(N=C(C=C2)C)C1C(=O)OCC